NC=1N=CC2=C(N1)N(CC2)C(=O)OC(C)(C)C tert-butyl 2-amino-5,6-dihydro-7H-pyrrolo[2,3-d]pyrimidine-7-carboxylate